4-[(2-{4-[(morpholin-4-yl)methyl]phenyl}-1-(2,2,2-trifluoroethyl)-1H-indol-4-yl)amino]-1λ6-thiane-1,1-dione N1(CCOCC1)CC1=CC=C(C=C1)C=1N(C2=CC=CC(=C2C1)NC1CCS(CC1)(=O)=O)CC(F)(F)F